2-(3-(trifluoromethyl)-1H-1,2,4-triazol-1-yl)acetic acid FC(C1=NN(C=N1)CC(=O)O)(F)F